CC1=CC=2C=3N(C(=NC2C(=C1)C(C)N)N1CCCCC1)C=NN3 1-(9-methyl-5-(piperidin-1-yl)-[1,2,4]triazolo[4,3-c]quinazolin-7-yl)ethan-1-amine